2-(ethoxyethylphosphinyl)-acetic acid ethyl ester C(C)OC(CP(=O)CCOCC)=O